OC(=O)C(F)(F)F.FC1=C(COC2=NC(=CC=C2)C2CCNCC2)C=CC(=C1)F 2-((2,4-difluorobenzyl)oxy)-6-(piperidin-4-yl)pyridine TFA Salt